ClC=1N=C(C2=C(N1)NC(=C2)CCNC([2H])([2H])[2H])NCC=2OC=CC2 2-chloro-N-[(furan-2-yl)methyl]-6-{2-[(2H3)methylamino]ethyl}-7H-pyrrolo[2,3-d]pyrimidin-4-amine